N-(5-((methylamino)methyl)-2-(1,3,5-trimethyl-1H-pyrazol-4-yl)phenyl)benzenesulfonamide CNCC=1C=CC(=C(C1)NS(=O)(=O)C1=CC=CC=C1)C=1C(=NN(C1C)C)C